tert-butyl 4-[2-[4-[(2,6-dioxo-3-piperidyl)amino]-2,6-difluoro-phenyl]acetyl]piperazine-1-carboxylate O=C1NC(CCC1NC1=CC(=C(C(=C1)F)CC(=O)N1CCN(CC1)C(=O)OC(C)(C)C)F)=O